7-(7-acetyl-9-acryloyl-3,7,9-triazabicyclo[3.3.1]nonan-3-yl)-9-chloro-10-(2,4-difluorophenyl)-2,3-dihydro-5H-[1,4]oxazino[2,3,4-ij]quinazolin-5-one C(C)(=O)N1CC2CN(CC(C1)N2C(C=C)=O)C2=NC(N1C3=C(C(=C(C=C23)Cl)C2=C(C=C(C=C2)F)F)OCC1)=O